N-((6-ethoxypyridazin-3-yl)meth-yl)bicyclo[1.1.1]pentan-1-amine C(C)OC1=CC=C(N=N1)CNC12CC(C1)C2